C(CCC)N[C@@H](CC1=CC=CC=C1)C(=O)O butyl-L-phenylalanine